F[C@@H]1CN(CC[C@H]1COC1=CC(=C2C(NC(=NC2=C1)CSC1CCOCC1)=O)F)C(=O)OC(C)(C)C trans-tert-Butyl 3-fluoro-4-(((5-fluoro-4-oxo-2-(((tetrahydro-2H-pyran-4-yl)thio)methyl)-3,4-dihydroquinazolin-7-yl)oxy)methyl)piperidine-1-carboxylate